[6-(3-cyclopropyl-1H-1,2,4-triazol-5-yl)-2-azaspiro[3.3]heptan-2-yl]-[3-[3-[difluoro-[4-(trifluoromethyl)-phenyl]methyl]-1-bicyclo[1.1.1]-pentanyl]azetidin-1-yl]methanone C1(CC1)C1=NNC(=N1)C1CC2(CN(C2)C(=O)N2CC(C2)C23CC(C2)(C3)C(C3=CC=C(C=C3)C(F)(F)F)(F)F)C1